tert-Butyl (R)-3-(2,2,4-trimethylpiperazin-1-yl)pyrrolidine-1-carboxylate CC1(N(CCN(C1)C)[C@H]1CN(CC1)C(=O)OC(C)(C)C)C